(benzyloxy)-4-bromo-1-methoxybenzene C(C1=CC=CC=C1)OC1=C(C=CC(=C1)Br)OC